FC1=CC(=C(C(=C1)C(C)C)NC(=O)N=[S@](=O)(N)C=1OC(=C(C1)C(C)(C)O)C)C(C)C (R)-N'-(4-fluoro-2,6-diisopropylphenyl-carbamoyl)-4-(2-hydroxypropan-2-yl)-5-methylfuran-2-sulfonimidamide